2-(3-(5-cyclopropylisoxazol-3-yl)-4-((2,4-dimethoxybenzyl)amino)-7-fluoro-1H-pyrazolo[4,3-c]Pyridin-1-yl)propionitrile C1(CC1)C1=CC(=NO1)C1=NN(C2=C1C(=NC=C2F)NCC2=C(C=C(C=C2)OC)OC)C(C#N)C